C(C)OC1=NC=CC=C1C1=CC(=C2C(=N1)C(=NN2C(C)C)C)NCC2=NC(=CC=C2)C(F)(F)F 5-(2-ethoxy-3-pyridinyl)-1-isopropyl-3-methyl-N-[[6-(trifluoromethyl)-2-pyridinyl]methyl]pyrazolo[4,3-b]pyridin-7-amine